N-(3-((9-ethyl-9H-carbazol-3-yl)methylamino)propyl)-1H-benzo[d]imidazole-6-carboxamide C(C)N1C2=CC=CC=C2C=2C=C(C=CC12)CNCCCNC(=O)C=1C=CC2=C(NC=N2)C1